4-(di-tert-butyl-(fluoro)silyl)benzyl alcohol C(C)(C)(C)[Si](C1=CC=C(CO)C=C1)(F)C(C)(C)C